C(CCC)C1N=C(C2=CC=CC(=C2C1)C=C)C butyl-1-methyl-5-vinyl-3,4-dihydroisoquinoline